(S)-10-((5-chloro-2-((3S,5R)-4,4-difluoro-3,5-dimethylpiperidin-1-yl)pyrimidin-4-yl)amino)-2,7-dimethyl-2,3-dihydro-[1,4]oxazepino[6,5-c]quinoline-5,6(1H,7H)-dione ClC=1C(=NC(=NC1)N1C[C@@H](C([C@@H](C1)C)(F)F)C)NC1=CC=2C3=C(C(N(C2C=C1)C)=O)C(OC[C@@H](N3)C)=O